C(C=C)(=O)N1CC2=CC=CC(=C2CC1)C1=C2C(=C(NC2=C(C=C1F)C(=O)N)C(F)(F)F)C (RS)-4-(2-acryloyl-1,2,3,4-tetrahydroisoquinolin-5-yl)-5-fluoro-3-methyl-2-(trifluoromethyl)-1H-indole-7-carboxamide